4-(4-((1R,5S)-3,8-diazabicyclo[3.2.1]octan-3-yl)-8-fluoro-2-(((2R,7aS)-2-fluorotetrahydro-1H-pyrrolizin-7a(5H)-yl)methoxy)pyrido[4,3-d]pyrimidin-7-yl)-3-ethylbenzofuran-6-ol [C@H]12CN(C[C@H](CC1)N2)C=2C1=C(N=C(N2)OC[C@]23CCCN3C[C@@H](C2)F)C(=C(N=C1)C1=CC(=CC2=C1C(=CO2)CC)O)F